O[C@H]1COCC[C@@H]1N1C=NC2=C(C(=C(C=C2C1=O)CC1=CC=C(C=C1)N1N=CC=C1)C)C 3-((3R,4S)-3-hydroxytetrahydro-2H-pyran-4-yl)-7,8-dimethyl-6-(4-(1H-pyrazol-1-yl)benzyl)quinazolin-4(3H)-one